tetrafluoropentyl-ammonium FC(CCCC(F)(F)F)[NH3+]